N-(1-methylpiperidin-4-yl)-6-(5-(4-methylpyridin-3-yl)-1H-pyrrolo[2,3-b]pyridin-3-yl)quinazolin-4-amine CN1CCC(CC1)NC1=NC=NC2=CC=C(C=C12)C1=CNC2=NC=C(C=C21)C=2C=NC=CC2C